C(C)(C)N1N2C(C3=CC(=C(C=C3C1)OS(=O)(=O)C(F)(F)F)OC)=CC(C(=C2)C(=O)O)=O 6-isopropyl-10-methoxy-2-oxo-9-(((trifluoromethyl)sulfonyl)oxy)-6,7-dihydro-2H-pyrido[2,1-a]phthalazine-3-carboxylic acid